C(=O)(OC(C)(C)C)C(CCCCCN)N Boc-1,6-hexanediamine